C(CCCCCCCCC)(=O)OC(COC(C(CCCCCCC)C(CCCCCC)=O)=O)C(CCC=O)OC(CCCCCCCCC)=O decanoic acid 2-(decanoyloxy)-1-[(2-heptanoylnonanoyl) oxy]-6-oxohexane-3-yl ester